OC[C@]1(NC[C@@H]([C@H]([C@@H]1O)O)O)C=1N=NNC1 (2R,3R,4R,5S)-2-(hydroxymethyl)-2-(1H-1,2,3-triazol-4-yl)piperidin-3,4,5-triol